C(C)OC1=CC(=NC(=N1)N1C=NC=C1)C(=O)NC1=CC(=NC=C1)C(F)(F)F 6-ethoxy-2-(1H-imidazol-1-yl)-N-(2-(trifluoromethyl)pyridin-4-yl)pyrimidine-4-carboxamide